methyl-tris(1,1-dimethyl-propynyloxy)silane benzyl-(2-(4-(chloromethyl)phenoxy)ethyl)carbamate C(C1=CC=CC=C1)N(C(O)=O)CCOC1=CC=C(C=C1)CCl.C[Si](OC(C#C)(C)C)(OC(C#C)(C)C)OC(C#C)(C)C